C(C)(C)(C)OC(=O)C1CC=CS1 5-tert-butyloxycarbonyl-4,5-dihydrothiophene